FC1=CC=C(C=C1)C1=NN(C=C1C1=C2N=C(N(C2=NC=N1)CC1=CC=C(C=C1)OC)C1=CC=CC=C1)CC(C)(O)C 1-[3-(4-fluorophenyl)-4-{9-[(4-methoxyphenyl)methyl]-8-phenylpurin-6-yl}pyrazol-1-yl]-2-methylpropan-2-ol